[Sn].[Cu].[Co].[Fe] iron-cobalt-copper-tin